C(CCCCCCC)(=O)OC[C@@H](OC(CCCCCCC)=O)COP(=O)(O)O 1,2-dioctanoyl-sn-glycero-3-phosphate